2-methoxy-4-(1-phenylpyrazolo[4,3-c]quinolin-3-yl)phenol COC1=C(C=CC(=C1)C1=NN(C2=C1C=NC=1C=CC=CC21)C2=CC=CC=C2)O